FC(C=1C=C(C=CC1F)NC(=O)C=1N(C=C2C1OC[C@@H]1[C@H](NS2(=O)=O)CN(C1)C(=O)OCC)C)F cis-Ethyl 8-((3-(difluoromethyl)-4-fluorophenyl)carbamoyl)-7-methyl-3a,4,10,10a-tetrahydro-1H,7H-dipyrrolo[3,4-b:3',4'-f][1,4,5]oxathiazocine-2(3H)-carboxylate 5,5-dioxide